4-(4-iodophenyl)pyrrolidin-2-one IC1=CC=C(C=C1)C1CC(NC1)=O